N-(2-bromo-6-methylpyridin-3-yl)-3,3-difluorocyclobutane-1-carboxamide BrC1=NC(=CC=C1NC(=O)C1CC(C1)(F)F)C